C(C)N(C(=O)OC(C)OC(CCCCCCCCCCCCCCCCC)=O)C1C2CCC(C1C1=CC=CC=C1)C2 Octadecanoic acid 1-[N-ethyl-(3-phenyl-bicyclo[2.2.1]hept-2-yl)-carbamoyloxy]-ethyl ester